C(C)OC(CC1C=CCC1)=O 2-Cyclopentene-1-acetic acid ethyl ester